(2S)-2-Amino-3-[4-[4-(4-azidobutoxy)-2-ethyl-phenyl]phenyl]propanoic Acid N[C@H](C(=O)O)CC1=CC=C(C=C1)C1=C(C=C(C=C1)OCCCCN=[N+]=[N-])CC